OCC(C(C)O)[C@@H](C)[C@H]1CC[C@H]2[C@@H]3CCC4CCCC[C@]4(C)[C@H]3CC[C@]12C 22-hydroxymethyl-cholan-23-ol